CC1(CCCC1)OC(=O)C1C2C=CC(C1)C2 5-(1-methylcyclopentyloxycarbonyl)-bicyclo[2.2.1]Hept-2-ene